(+)-(1S,5R)-2-[5-(3-fluoro-phenylethynyl)-pyridin-2-yl]-4-methyl-2,4-diazabicyclo[3.2.0]heptan-3-one FC=1C=C(C=CC1)C#CC=1C=CC(=NC1)N1[C@H]2CC[C@H]2N(C1=O)C